[F-].C(CCCCCCCCCCC)[P+](C1=CC=CC=C1)(C1=CC=CC=C1)C1=CC=CC=C1 dodecyltriphenylphosphonium fluoride